C(C)N1C(=CC(=C1CN1CCN(CC1)C1=CC=NC=C1)C)C(=O)OCC ethyl 1-ethyl-4-methyl-5-[[4-(4-pyridyl)piperazin-1-yl]methyl]pyrrole-2-carboxylate